NC=1C2=C(N=CN1)N(C=C2C2=CC(=C(C=C2)NC(=O)NC2=C(C=C(C=C2)CN2CCN(CC2)C)F)F)C2CC2 1-(4-(4-amino-7-cyclopropyl-7H-pyrrolo[2,3-d]pyrimidin-5-yl)-2-fluorophenyl)-3-(2-fluoro-4-((4-methylpiperazin-1-yl)methyl)phenyl)urea